O1COC2=C1C=CC(=C2)C(CCC)NS(=O)(=O)C2=CC=C(C=C2)OC(F)(F)F N-(1-(benzo[d][1,3]dioxol-5-yl)butyl)-4-(trifluoromethoxy)benzenesulfonamide